1-methyl-4-(4-piperidinyl)Piperazine CN1CCN(CC1)C1CCNCC1